C(C)(C)(C)OC(=O)N1[C@@H](CCC1)C(=O)NNC(=O)[C@H]1N2C(N([C@H](CC1)C2)OS(=O)(=O)O)=O.C(CCC)[N+](CCCC)(CCCC)CCCC tetrabutylammonium tert-butyl-(2S)-2-[(2-{[(2S,5R)-7-oxo-6-(sulfooxy)-1,6-diaza-bicyclo[3.2.1]oct-2-yl]carbonyl}hydrazinyl)carbonyl]pyrrolidine-1-carboxylate